C12(CC3CC(CC(C1)C3)C2)CC(=O)NCCOCCOC2=C(C=C3C(=NC(=NC3=C2)C)N[C@H](C)C=2SC=C(C2)C2=C(C=CC=C2)CNC)OC 2-((3r,5r,7r)-adamantan-1-yl)-N-(2-(2-((6-methoxy-2-methyl-4-(((R)-1-(4-(2-((methylamino)methyl)phenyl)thiophen-2-yl)ethyl)amino)quinazolin-7-yl)oxy)ethoxy)ethyl)-acetamide